N-(4-bromobenzyl)-1-(4-bromophenyl)methylamine BrC1=CC=C(CNCC2=CC=C(C=C2)Br)C=C1